(S)-(((4-(Phosphonooxy)butoxy)carbonyl)oxy)methyl 3-(4-(diisobutylamino)-3-(3-(p-tolyl)ureido)phenyl)pentanoate C(C(C)C)N(C1=C(C=C(C=C1)[C@H](CC(=O)OCOC(=O)OCCCCOP(=O)(O)O)CC)NC(=O)NC1=CC=C(C=C1)C)CC(C)C